NC1=NC=C(C2=C1C(=CN2C)C2=CC(=C(C=C2)OC2=NC=CC(=N2)C)F)C#N 4-amino-3-(3-fluoro-4-((4-methylpyrimidin-2-yl)oxy)phenyl)-1-methyl-1H-pyrrolo[3,2-c]pyridine-7-carbonitrile